O=C1N[C@H]2[C@@H](N1)CSC2CCCCC(=O)O 5-((3aS,6aR)-2-oxo-hexahydro-1H-thieno-[3,4-d]imidazol-4-yl)pentanoic acid